8'-Bromo-7'-fluoro-3-methoxyspiro[cyclobutane-1,1'-pyrrolo[2,3-c]quinolin] BrC1=CC=2C3=C(C=NC2C=C1F)N=CC31CC(C1)OC